heptadecan-9-yl (Z)-8-((2-((tert-butyldimethylsilyl)oxy)ethyl)(2-hydroxyoctadec-9-en-1-yl)amino)-7-hydroxyoctanoate [Si](C)(C)(C(C)(C)C)OCCN(CC(CCCCCC(=O)OC(CCCCCCCC)CCCCCCCC)O)CC(CCCCCC\C=C/CCCCCCCC)O